FC(C(C(C(C(C(F)(F)F)(F)F)(F)F)(F)F)(F)F)(CC1CO1)F 3-(perfluoro-n-hexyl)propen oxide